CATECHOLATE C=1([O-])C([O-])=CC=CC1